3-(1-hydroxypropan-2-ylidene)azetidine-1-carbamic acid tert-butyl ester C(C)(C)(C)OC(NN1CC(C1)=C(CO)C)=O